(+/-)-N-cyclobutyl-N-methyl-6-(1-phenylethyl)pyridine-2,4-dicarboxamide C1(CCC1)N(C(=O)C1=NC(=CC(=C1)C(=O)N)[C@H](C)C1=CC=CC=C1)C |r|